{5-azaspiro[2.5]octan-7-yl}methanol-hydrochloride Cl.C1CC12CNCC(C2)CO